borabicyclo[3.3.1]nonane B12CCCC(CCC1)C2